Tetraphenyl 1,4-piperazinediylbis(phosphonite) N1(CCN(CC1)P(OC1=CC=CC=C1)OC1=CC=CC=C1)P(OC1=CC=CC=C1)OC1=CC=CC=C1